(3R)-1-pyrimidin-5-ylpyrrolidin N1=CN=CC(=C1)N1CCCC1